ClC=1C=C(C=CC1)C(NC(=O)C1=CN(C=C1)C1=CC(=NC=C1C)NC1=CC=C(C=C1)F)C#N N-((3-chlorophenyl)(cyano)methyl)-1-(2-((4-fluorophenyl)amino)-5-methylpyridin-4-yl)-1H-pyrrole-3-amide